C(N)(=O)C=1C(=CC=2N(N1)C(=CN2)I)C2=CC=C(C=C2)N2CCN(CC2)C(=O)OC(C)(C)C tert-Butyl 4-(4-(6-carbamoyl-3-iodoimidazo[1,2-b]pyridazin-7-yl)phenyl)piperazine-1-carboxylate